N-(1-cyano-2-(2-oxopiperidin-3-yl)ethyl)-5,5-difluoro-2-(4-methoxy-1H-indole-2-carbonyl)-2-azabicyclo[2.2.2]octane-3-carboxamide C(#N)C(CC1C(NCCC1)=O)NC(=O)C1N(C2CC(C1CC2)(F)F)C(=O)C=2NC1=CC=CC(=C1C2)OC